(S)-3-allyldihydro-2H-pyran C(C=C)[C@@H]1COC=CC1